glycidoxymethyl-diethoxysilane C(C1CO1)OC[SiH](OCC)OCC